dicetylpyrrole C(CCCCCCCCCCCCCCC)C1=C(NC=C1)CCCCCCCCCCCCCCCC